[Na+].C(CCC(=O)[O-])(=O)[O-].[Na+] succinic acid, sodium salt